N-(5-((3R,5S)-5-acrylamido-1-(2,2-difluoroethyl)piperidine-3-carboxamido)pyridin-2-yl)-6-bromopicolinamide C(C=C)(=O)N[C@H]1C[C@H](CN(C1)CC(F)F)C(=O)NC=1C=CC(=NC1)NC(C1=NC(=CC=C1)Br)=O